1-methoxycarbonylmethyl-4-[4-(methoxy)phenylthiomethyl]-1H-1,2,3-triazole COC(=O)CN1N=NC(=C1)CSC1=CC=C(C=C1)OC